C1(CC1)C(=O)NNC(C1=CC=C(C=C1)[N+](=O)[O-])=O N'-(cyclopropanecarbonyl)-4-nitrobenzohydrazide